N-(1-((5-bromo-2-fluorophenyl)amino)-6-methylisoquinolin-5-yl)-4-((2,4-dimethoxybenzyl)amino)quinazoline-8-carboxamide BrC=1C=CC(=C(C1)NC1=NC=CC2=C(C(=CC=C12)C)NC(=O)C=1C=CC=C2C(=NC=NC12)NCC1=C(C=C(C=C1)OC)OC)F